C(C\C=C/C\C=C/CC)OC1=CC2=CC=CC=C2C=C1 2-(((3Z,6Z)-nona-3,6-dien-1-yl)oxy)naphthalene